BrC=1C=C(C=C(C1)Br)C(F)(F)F 3,5-dibromobenzotrifluoride